BrC=1SC(=NN1)OC1C(N2CCC1CC2)CC=2C=NC=CC2 2-Bromo-5-[2-(3-pyridylmethyl)quinuclidin-3-yl]oxy-1,3,4-thiadiazole